BrC=1SC=C(N1)COC 2-bromo-4-(methoxymethyl)thiazole